C1(=CC=CC=C1)\C=C/CCCC1=CC=CC=C1 (Z)-1,5-diphenylpent-1-ene